(2S)-3-hydroxy-2-phenyl-1-[5-(pyridine-2-sulfonyl)-1H,2H,3H,4H,5H,6H-pyrrolo[3,4-c]pyrrol-2-yl]propan-1-one OC[C@@H](C(=O)N1CC=2CN(CC2C1)S(=O)(=O)C1=NC=CC=C1)C1=CC=CC=C1